N'-hydroxy-5-((5-(4-(trifluoromethoxy)phenyl)oxazol-2-yl)amino)pyridinecarboxamidine ON=C(N)C1=NC=C(C=C1)NC=1OC(=CN1)C1=CC=C(C=C1)OC(F)(F)F